5-ethyl-thiouracil C(C)C=1C(NC(NC1)=S)=O